6-(2-((1-((dimethylamino)methyl)cyclopropyl)methoxy)-7-(8-ethyl-7-fluoro-3-hydroxynaphthalen-1-yl)-6,8-difluoroquinazolin-4-yl)-6-azaspiro[3.5]nonan-2-ol CN(C)CC1(CC1)COC1=NC2=C(C(=C(C=C2C(=N1)N1CC2(CC(C2)O)CCC1)F)C1=CC(=CC2=CC=C(C(=C12)CC)F)O)F